C(C)(C)N1C2=NC(=NC(=C2N=C1)C=1C=NC(=NC1)N)N1CCOCC1 5-(9-ISOPROPYL-2-MORPHOLINO-9H-PURIN-6-YL)PYRiMIDIN-2-AMINE